C(C)C(CCC(C)N)N ethyl-pentane-1,4-diamine